2-(4-(2-acetyl-5-chlorophenyl)-5-methoxy-2-oxopyridin-1(2H)-yl)-4-(tert-butoxy)-N-(2,3-dihydrobenzo[b][1,4]dioxin-5-yl)butanamide C(C)(=O)C1=C(C=C(C=C1)Cl)C1=CC(N(C=C1OC)C(C(=O)NC1=CC=CC=2OCCOC21)CCOC(C)(C)C)=O